Cl.N1=NC=C(C=C1)C1=C2CCOC(C2=CC=C1)CN (5-(Pyridazin-4-yl)isochroman-1-yl)methanamine hydrochloride salt